C(C)(C)(C)C=1C=C(C=CC1)C1=C(C=CC(=C1)C(C)(C)C)C1=C(C(NC=C1)(C1=CC=C(C=C1)C(C)(C)C)C1=CC=C(C=C1)C(C)(C)C)C1=C(C=C(C=C1)C(C)(C)C)C1=CC(=CC=C1)C(C)(C)C bis[2-(3-tert-butylphenyl)-4-tert-butylphenyl][2,2'-bis(4-tert-butylphenyl)pyridine]